5-Dodecylheptadecyl 5-Oxododecanoate O=C(CCCC(=O)OCCCCC(CCCCCCCCCCCC)CCCCCCCCCCCC)CCCCCCC